OB1OCC2=C1C(=C(C=C2)C(=O)N[C@@H](C(C)C)C(=O)OCC2=CC=CC=C2)OC Benzyl (1-hydroxy-7-methoxy-1,3-dihydrobenzo[c][1,2]oxaborole-6-carbonyl)-L-valinate